ClC1=CC=C2NC=3CC(CC(C3C(C2=C1)=O)=O)C1=C(C=C(C=C1)OC)OC 7-chloro-3-(2,4-dimethoxyphenyl)-3,4-dihydroacridine-1,9(2H,10H)-dione